2-(5-fluoropyridin-3-yl)-7-hydroxy-4-methylcyclohepta-2,4,6-trien-1-one FC=1C=C(C=NC1)C=1C(C(=CC=C(C1)C)O)=O